3-((1R,3R)-1-(2,6-difluoro-4-((1-(3-fluoropropyl)azetidin-3-yl)amino)phenyl)-3-methyl-7-vinyl-1,3,4,9-tetrahydro-2H-pyrido[3,4-b]indol-2-yl)-2,2-difluoropropan-1-ol FC1=C(C(=CC(=C1)NC1CN(C1)CCCF)F)[C@H]1N([C@@H](CC2=C1NC1=CC(=CC=C21)C=C)C)CC(CO)(F)F